C(C)N(CCNC(=O)C1=C(NC(=C1C)\C=C\1/C(NC2=CC=C(C=C12)F)=O)C)CC 5-[5-fluoro-2-oxo-1,2-dihydroindol-(3Z)-ylidenemethyl]-2,4-dimethyl-1H-pyrrole-3-carboxylic acid [2-diethylaminoethyl]amide